tris((R)-2-hydroxydodecyl)-13,16,20,23-tetraazapentatricontane-11,25-diol O[C@@H](CC(CCCCCCCCCC(CNCCNCCCNCCNCC(CCCCCCCCCC)O)O)(C[C@@H](CCCCCCCCCC)O)C[C@@H](CCCCCCCCCC)O)CCCCCCCCCC